NC1=NC=CC=C1C1=NC=2C(=NC(=CC2)N2N=CC=C2)N1C=1C=C2CC[C@@H](C2=CC1)NC(N(C1=CC=CC=C1)C)=O (S)-3-(5-(2-(2-aminopyridin-3-yl)-5-(1H-pyrazol-1-yl)-3H-imidazo[4,5-b]pyridin-3-yl)-2,3-dihydro-1H-inden-1-yl)-1-methyl-1-phenylurea